N-(4-cyclobutyl-3-(4-fluorophenyl)-1-(2,2,2-trifluoroethyl)-1H-pyrazol-5-yl)-2-(1-(trifluoromethyl)cyclopropyl)acetamide C1(CCC1)C=1C(=NN(C1NC(CC1(CC1)C(F)(F)F)=O)CC(F)(F)F)C1=CC=C(C=C1)F